ClC1=CC=C(C=C1)C1=C(C(=NN1)C1=CC=CC=C1)O 5-(4-chlorophenyl)-3-phenyl-4-hydroxy-1H-pyrazole